(1r,3r)-N-((6-fluoroisoquinolin-5-yl)methyl)-3-((6-methoxy-5-(trifluoromethyl)pyridin-3-yl)oxy)cyclobutane-1-amine hydrochloride Cl.FC=1C(=C2C=CN=CC2=CC1)CNC1CC(C1)OC=1C=NC(=C(C1)C(F)(F)F)OC